COC[C@H]1N(CCC1)[C@@H]1CNCC1 (2S,3'S)-2-(Methoxymethyl)-1,3'-bipyrrolidine